C1(CCC1)CN1C(N(CC12CCC(CC2)(C2=CC=CC=C2)N(C)C)C2=C(C=C(C#N)C=C2)OC)=O 4-[1-(cyclobutyl-methyl)-8-dimethylamino-2-oxo-8-phenyl-1,3-diazaspiro[4.5]decan-3-yl]-3-methoxy-benzonitrile